Ethyl-((2-chloro-5-nitropyrimidin-4-yl) (ethyl) amino)-2,2-difluoropropionate C(C)C(C(C(=O)[O-])(F)F)N(CC)C1=NC(=NC=C1[N+](=O)[O-])Cl